S1C(=NCC1)C(C)=O 1-(4,5-dihydro-1,3-thiazol-2-yl)-1-ethanone